tert-butyl (R)-2-((1-(2-(ethylthio)-3-iodo-6-methyl-4-oxo-4H-chromen-8-yl)ethyl)amino)benzoate C(C)SC=1OC2=C(C=C(C=C2C(C1I)=O)C)[C@@H](C)NC1=C(C(=O)OC(C)(C)C)C=CC=C1